3-fluoro-2-hydroxybutanamide FC(C(C(=O)N)O)C